2-cyclohexyl formate C(=O)OC1CCCCC1